CC1=NC=CC(=C1)CN (2-methylpyridin-4-yl)methanamine